2,2-bis(2-cyanato-5-biphenylyl)propane O(C#N)C1=C(C=C(C=C1)C(C)(C)C=1C=CC(=C(C1)C1=CC=CC=C1)OC#N)C1=CC=CC=C1